3,3,3-trifluoro-2-hydroxypropionamide FC(C(C(=O)N)O)(F)F